ClC=1C(=NC=C(C1)C(F)(F)F)N1CC2CCC(C1)N2C(CCCC2=NNC(C1=CC=CC=C21)=O)=O 4-(4-(3-(3-chloro-5-(trifluoromethyl)pyridin-2-yl)-3,8-diazabicyclo[3.2.1]octan-8-yl)-4-oxobutyl)phthalazin-1(2H)-one